1,1'-(1,2-phenylenedi(methylene))bis(5-methylpyrimidine-2,4(1H,3H)-dione) C1(=C(C=CC=C1)CN1C(NC(C(=C1)C)=O)=O)CN1C(NC(C(=C1)C)=O)=O